ClC1=CC=C(C(=O)NCC2=CC=C(C=C2)S(F)(F)(F)(F)F)C=C1 p-chloro-N-(4-(pentafluorosulfanyl)benzyl)benzamide